[3-({[1-(3-phenylpropyl)-2-(trifluoromethyl)-1H-pyrrole-3-yl]carbonyl}amino)-4-(trifluoromethyl)phenyl]Acetic acid C1(=CC=CC=C1)CCCN1C(=C(C=C1)C(=O)NC=1C=C(C=CC1C(F)(F)F)CC(=O)O)C(F)(F)F